tert-butyl N-(5-[1-[4-(trifluoromethyl)phenyl]pyrazol-4-yl]-1H-indol-3-yl)carbamate tert-Butyl-N-[5-(4,4,5,5-tetramethyl-1,3,2-dioxaborolan-2-yl)-1H-indol-3-yl]carbamate C(C)(C)(C)OC(NC1=CNC2=CC=C(C=C12)B1OC(C(O1)(C)C)(C)C)=O.FC(C1=CC=C(C=C1)N1N=CC(=C1)C=1C=C2C(=CNC2=CC1)NC(OC(C)(C)C)=O)(F)F